NC=1C=C(C=CC1F)C(CCC1CC1)(C1=CC=NC=C1)NS(=O)(=O)C (+)-N-(1-(3-amino-4-fluorophenyl)-3-cyclopropyl-1-(pyridin-4-yl)propyl)methanesulfonamide